4-(4-Methyl-6-(pyrrolidin-1-yl)picolinamido)benzoic acid CC1=CC(=NC(=C1)N1CCCC1)C(=O)NC1=CC=C(C(=O)O)C=C1